2-(5-chloro-2,3-bis(isobutyryl-oxy)benzylideneamino)-3-methylbutanoic acid ClC=1C=C(C(=C(C=NC(C(=O)O)C(C)C)C1)OC(C(C)C)=O)OC(C(C)C)=O